C(C1CO1)OC(=O)C1C(CCCC1)C(=O)OCC1CO1 cyclohexane-1,2-dicarboxylic diglycidyl ester